C(C)C(CO)CC(CCCC)CC 2,4-diethyloctanol